2-AMINO-5-HYDROXY-4-METHOXYBENZALDEHYDE NC1=C(C=O)C=C(C(=C1)OC)O